[Os+2].CC1=CC(=NC=C1)C1=NC=CC(=C1)CCCC1OCCO1 2-[3-(4-methyl-2,2'-bipyridine-4'-yl)propyl]-1,3-dioxolane osmium (II)